distearylthiodipropionate CCCCCCCCCCCCCCCCCCOC(=O)CCSCCC(=O)OCCCCCCCCCCCCCCCCCC